tert-Butyl 1-(4-(2-aminoethyl)-3-fluorophenyl)-4,6-dihydropyrrolo[3,4-c]pyrazole-5(1H)-carboxylate NCCC1=C(C=C(C=C1)N1N=CC2=C1CN(C2)C(=O)OC(C)(C)C)F